[N+](=O)(OCCCN(C)C1CN(C1)S(=O)(=O)C1=CC(=C(C=C1)OCC)C1=NN2C(C(N1)=O)=C(N=C2CCC)C)[O-] 3-((1-((4-ethoxy-3-(5-methyl-4-oxo-7-propyl-3,4-dihydroimidazo[5,1-f][1,2,4]triazin-2-yl)phenyl)sulfonyl)azetidin-3-yl)(methyl)amino)propyl nitrate